C(N)(OC1CNCC(C1)O)=O 5-hydroxypiperidin-3-yl carbamate